ClC=1C(=C2C(=NC1C)ON=C2N)C Chloro-4,6-dimethylisoxazolo[5,4-b]pyridin-3-amine